FC(OC1=CC=C(C(=N1)C)C1=CN=CC(=N1)C(=O)N/N=C/C=1C(=NC=C(C1)OC)F)F (E)-6-(6-(difluoromethoxy)-2-methylpyridin-3-yl)-N'-((2-fluoro-5-methoxypyridin-3-yl)methylene)pyrazine-2-carbohydrazide